N-(3,4-difluorophenyl)pyrrolidine-2-carboxamide FC=1C=C(C=CC1F)NC(=O)C1NCCC1